(R)-3-((1-ethylpiperidin-3-yl)amino)-6-(2-hydroxy-6-methyl-4-(trifluoromethyl)phenyl)pyridazine-4-carbonitrile C(C)N1C[C@@H](CCC1)NC=1N=NC(=CC1C#N)C1=C(C=C(C=C1C)C(F)(F)F)O